9-(1-(4-(cyclopropylsulfonyl)phenyl)ethyl)-3-methyl-1,2,3,4,8,9-hexahydropyrido[4',3':3,4]pyrazolo[1,5-a]pyrazin-10(7H)-one C1(CC1)S(=O)(=O)C1=CC=C(C=C1)C(C)N1C(C=2N(CC1)N=C1C2CNC(C1)C)=O